1-Amino-Xylose NC(=O)[C@H](O)[C@@H](O)[C@H](O)CO